hydroxy-3-(pyridin-4-ylsulfanyl)pyridine-4-carboxamidine OC1=NC=CC(=C1SC1=CC=NC=C1)C(=N)N